4-((4-bromo-2-methoxyphenoxy)methyl)-2,2-dimethyl-1,3-dioxolane BrC1=CC(=C(OCC2OC(OC2)(C)C)C=C1)OC